3-Methyl-5-(4-phenoxypiperidin-1-yl)-1H-pyrazolo[3,4-c]pyridine CC1=NNC2=CN=C(C=C21)N2CCC(CC2)OC2=CC=CC=C2